(2R,3S)-2-((E)-3-(5-fluoro-4-methyl-1H-benzo[d]imidazol-1-yl)prop-1-enyl)piperidin-3-ol dihydrochloride Cl.Cl.FC1=C(C2=C(N(C=N2)C/C=C/[C@H]2NCCC[C@@H]2O)C=C1)C